C(C1=CC=CC=C1)NCC=1C=C2C(=NN(C2=CC1N)C(C1=CC=CC=C1)(C1=CC=CC=C1)C1=CC=CC=C1)Br 5-[(benzylamino)methyl]-3-bromo-1-trityl-indazol-6-amine